Cl.N[C@@H]1CN(CC[C@@H]1F)C1=NC2=C(N1[C@H](C)C1=CC=C(C#N)C=C1)C=CC=C2 4-((R)-1-(2-((3R,4S)-3-Amino-4-fluoropiperidin-1-yl)-1H-benzo[d]imidazol-1-yl)ethyl)benzonitril-hydrochlorid